BrC1=C(C(=CC=2OCOC21)[N+](=O)[O-])C 4-bromo-5-methyl-6-nitro-1,3-benzodioxole